2-hydroxycarbonyl-2-hexyloxycarbonylmethylbicyclo[2.2.1]Hept-5-ene OC(=O)C1(C2C=CC(C1)C2)CC(=O)OCCCCCC